2-chloro-1-(1,1-dioxo-4-thiomorpholinyl)ethanone ethyl-6-bromo-2-methyl-8-(methylamino)imidazo[1,2-a]pyrazine-3-carboxylate C(C)OC(=O)C1=C(N=C2N1C=C(N=C2NC)Br)C.ClCC(=O)N2CCS(CC2)(=O)=O